OCC1(COB(OC1)C1=CC=C(C=C1)CO)C (4-(5-(hydroxymethyl)-5-methyl-1,3,2-dioxaborinan-2-yl)phenyl)methanol